(S,S)-2-methyl-N-[(1R)-1-{6-[(2R)-2-methylpyrrolidin-1-yl]-1-oxo-2,3-dihydro-1H-pyrrolo[3,4-c]pyridin-4-yl}propyl]propane-2-sulfinamide CC(C)(C)[S@](=O)N[C@H](CC)C1=NC(=CC2=C1CNC2=O)N2[C@@H](CCC2)C